FCCCN1C[C@H](CC1)OC1=CC=C(C=C1)C1NC(CC2=C1NC1=CC=CC=C21)C 1-(4-(((S)-1-(3-fluoropropyl)pyrrolidin-3-yl)Oxy)phenyl)-3-methyl-2,3,4,9-tetrahydro-1H-pyrido[3,4-b]Indole